O=C(CCOC[C@H](C)NC1=C(C(NN=C1)=O)C(F)(F)F)N1[C@H]2[C@@H](CC1)N(CC2)C2=NC=C(C=N2)C(F)(F)F 5-(((S)-1-(3-Oxo-3-((3aR,6aR)-4-(5-(trifluoromethyl)pyrimidin-2-yl)hexahydropyrrolo[3,2-b]pyrrol-1(2H)-yl)propoxy)propan-2-yl)amino)-4-(trifluoromethyl)pyridazin-3(2H)-one